CC(CO)(C)C1=C2C(=NC(=C1)N1[C@@H](COCC1)C)C(=NS2)C2=CC(=NN2)C (R)-2-methyl-2-(3-(3-methyl-1H-pyrazol-5-yl)-5-(3-methylmorpholino)isothiazolo[4,5-b]pyridin-7-yl)propan-1-ol